(3R)-8-((3S,5R)-4-acryloyl-3,5-dimethylpiperazin-1-yl)-11-(2,4-difluorophenyl)-3-(dimethylamino)-10-(trifluoromethyl)-3,4-dihydro-2H,6H-[1,4]thiazepino[2,3,4-ij]quinazolin-6-one C(C=C)(=O)N1[C@H](CN(C[C@H]1C)C1=NC(N2C3=C(C(=C(C=C13)C(F)(F)F)C1=C(C=C(C=C1)F)F)SC[C@@H](C2)N(C)C)=O)C